N(=[N+]=[N-])CC1(CC1)C1CCN(CC1)C1=CC=NC2=CC(=C(C=C12)OC)OC 4-(4-(1-(azidomethyl)cyclopropyl)piperidin-1-yl)-6,7-dimethoxyquinoline